NC=1C(=C(C=C(C1)Cl)C=1C(=NN(C1)C1=CC=C(C=C1)N1CCN(CC1)C(=O)OC(C)(C)C)C1=CC=NC=C1)F tert-butyl 4-{4-[4-(3-amino-5-chloro-2-fluorophenyl)-3-(pyridin-4-yl)pyrazol-1-yl]phenyl}piperazine-1-carboxylate